3-Methyl-4-ethylphenol CC=1C=C(C=CC1CC)O